2-(2-azabicyclo[2.1.1]hexan-4-yl)-5-ethylpyrimidin-4(3H)-one C12NCC(C1)(C2)C2=NC=C(C(N2)=O)CC